[N+](=O)([O-])C=1C(=NC=CC1)SN 3-nitro-2-pyridine-sulfenamide